1,3,5-trioxepan O1COCOCC1